C1(CC1)CN1C(C=2N(CC1)C1=C(C2)C(=CC=N1)C=1C=NC=C(C1)C1=CC=C(C=C1)N1C(CCC1)=O)=O 7-(cyclopropylmethyl)-4-(5-(4-(2-oxopyrrolidin-1-yl)phenyl)pyridin-3-yl)-8,9-dihydropyrido[3',2':4,5]pyrrolo[1,2-a]pyrazin-6(7H)-one